C1=CN2C=NC3=C(C2=N1)NC=N3 1,N6-Ethenoadenine